OC1(CC1)C1=NNC(=N1)C1CC2(CN(C2)C(=O)N2CCC(CC2)COC2=C(C=C(C=C2)C(F)(F)F)S(=O)(=O)C)C1 [6-[3-(1-hydroxycyclopropyl)-1H-1,2,4-triazol-5-yl]-2-azaspiro[3.3]heptan-2-yl]-[4-[[2-mesyl-4-(trifluoromethyl)phenoxy]methyl]-piperidino]methanone